The molecule is a phosphosphingolipid consisting of sphinganine having a phosphocholine group attached to its primary hydroxyl group. It has a role as a marine metabolite. It is an ammonium betaine, a member of phosphocholines and a phosphosphingolipid. It derives from a sphinganine. CCCCCCCCCCCCCCC[C@H]([C@H](COP(=O)([O-])OCC[N+](C)(C)C)N)O